FC1=CC=C(C=C1)C(N1CCN(CC1)C1=C(C=C(C(=O)N)C=C1)NC(=O)NC1=CC=C(C=C1)OC)C1=CC=C(C=C1)F 4-[4-[bis(4-fluorophenyl)methyl]-1-piperazinyl]-3-[[[(4-methoxyphenyl)amino]carbonyl]amino]-benzamide